[N+](=O)([O-])C1=CC=C(COP(=O)(O)CCCC(=O)NCC(=O)O)C=C1 4-NITRO-BENZYLPHOSPHONOBUTANOYL-GLYCINE